COC1=CC=CC=2C=3N(C(=NC12)NC=1C(N=CC=NC1)=O)N=C(N3)C3=CC=C(C=C3)OC (6R)-6-{[7-methoxy-2-(4-methoxyphenyl)[1,2,4]triazolo[1,5-c]quinazolin-5-yl]amino}-1,4-diazepin-5-one